Dodecyl Bromoacetate BrCC(=O)OCCCCCCCCCCCC